ClC=1C=C2C=NN(C2=C(C1)C(=O)OC)C(C)C=1SC(=CC1)C1CC1 methyl 5-chloro-1-(1-(5-cyclopropylthiophene-2-yl) ethyl)-1H-indazole-7-carboxylate